tert-butyl ((1H-pyrazolo[3,4-b]pyridin-3-yl)methyl)carbamate N1N=C(C=2C1=NC=CC2)CNC(OC(C)(C)C)=O